(isobutylcyclopentadienyl)tris(diethylamino)hafnium C(C(C)C)C1(C=CC=C1)[Hf](N(CC)CC)(N(CC)CC)N(CC)CC